BrC=1C=C2C(=NC=NC2=CC1)N1CC(NCC1)CC#N 2-(4-(6-bromoquinazolin-4-yl)piperazin-2-yl)acetonitrile